CN(CCN1N=C(C(=C1)[N+](=O)[O-])C(=O)Cl)C 1-(2-(dimethylamino)ethyl)-4-nitro-1H-pyrazole-3-carbonyl chloride